(S)-N-(2-hydroxyethyl)-3-(2-(2-methylazetidin-1-yl)-6,7-dihydro-5H-cyclopenta[d]pyrimidin-4-yl)benzenesulfonamide OCCNS(=O)(=O)C1=CC(=CC=C1)C=1C2=C(N=C(N1)N1[C@H](CC1)C)CCC2